[(2-aminoethyl)aminoethyl]triethoxysilane NCCNCC[Si](OCC)(OCC)OCC